C(C)(C)NC1=NC=NC=C1C(=O)N 4-(isopropylamino)pyrimidine-5-carboxamide